4-fluorophenyl benzoate C(C1=CC=CC=C1)(=O)OC1=CC=C(C=C1)F